Cl.NC(C)C1=CC=C(C=C1)C1=C2C=CC(NC2=NC=C1)=O 5-(4-(1-aminoethyl)phenyl)-1,8-naphthyridin-2(1H)-one hydrochloride